ClC1=C(C=CC(=C1)CN[C@@H]1C[C@H](CCC1)O)N1N=CC(=C1)C1=NC(=NC=C1C#N)NC1CCN(CC1)S(=O)(=O)C 4-(1-(2-Chloro-4-((((1S,3S)-3-hydroxycyclohexyl)amino)methyl)phenyl)-1H-pyrazol-4-yl)-2-((1-(methylsulfonyl)piperidin-4-yl)amino)pyrimidine-5-carbonitrile